6-{8-[(2-cyano-2-methylideneethyl)amino]-7-methoxynaphthalen-2-yl}-N-[2-(oxan-4-yl)ethyl]pyridine-2-carboxamide C(#N)C(CNC=1C(=CC=C2C=CC(=CC12)C1=CC=CC(=N1)C(=O)NCCC1CCOCC1)OC)=C